OC1CC(CCC1)C(=O)[O-] 3-hydroxycyclohexanecarboxylate